OC(CCC(C)=O)CO 5,6-dihydroxy-2-hexanone